ClC1=NC=C(C(=C1)Cl)Cl 2,4,5-trichloropyridine